ClC1=C(OCC=2C=C(C=CC2)C(C2CCN(CC2)CC2=NC3=C(N2CC2=CN=CN2CC)C=C(C=C3)C(=O)O)O)C=CC(=C1)C 2-{[4-({3-[(2-chloro-4-methylphenoxy)methyl]phenyl}(hydroxy)methyl)piperidin-1-yl]methyl}-1-[(1-ethyl-1H-imidazol-5-yl)methyl]-1H-1,3-benzodiazole-6-carboxylic acid